2-chloro-N-(1-(3,5-dimethoxyphenyl)-1H-imidazol-4-yl)pyrrolo[2,1-f][1,2,4]triazin-4-amine ClC1=NN2C(C(=N1)NC=1N=CN(C1)C1=CC(=CC(=C1)OC)OC)=CC=C2